(2-methoxyphenyl)-1,3,4-thiadiazole-2-amine COC1=C(C=CC=C1)C1=NN=C(S1)N